(((bicyclo[1.1.1]pentane-1,3-diylbis(methylene))bis(oxy))bis(ethane-2,1-diyl))bis(ethane-1-ol) C12(CC(C1)(C2)COCCCCO)COCCCCO